NC=1C(=NC(=C(N1)F)C=1C=CC2=C([C@@H](CO2)N(C)C)C1)C=1C=C2C(=CNC(C2=CC1)=O)Cl (S)-6-(3-amino-6-(3-(dimethylamino)-2,3-dihydrobenzofuran-5-yl)-5-fluoropyrazin-2-yl)-4-chloroisoquinolin-1(2H)-one